N-(4-((4-([1,2,4]triazolo[1,5-a]pyridin-7-yloxy)-2-methoxy-5-methylphenyl)amino)-7-morpholinoquinazolin-6-yl)acrylamide N=1C=NN2C1C=C(C=C2)OC2=CC(=C(C=C2C)NC2=NC=NC1=CC(=C(C=C21)NC(C=C)=O)N2CCOCC2)OC